S1C(=CC=C1)CC1=CNC2=CC=CC=C12 3-(thien-2-ylmethyl)indole